FC1=C(C=CC=C1)C=1C=NC=2CCN(CC2C1)C=1C(=C(C=2N(N1)C(C=CN2)=O)C)C 7-(3-(2-fluorophenyl)-7,8-dihydro-1,6-naphthyridin-6(5H)-yl)-8,9-dimethyl-4H-pyrimido[1,2-b]pyridazin-4-one